(2S,4R)-1-(2-(4-amino-5-(2-chlorophenyl)-7H-pyrrolo[2,3-d]pyrimidin-7-yl)acetyl)-N-(3-chloro-2-fluorophenylmethyl)-4-fluoropyrrolidine-2-carboxamide NC=1C2=C(N=CN1)N(C=C2C2=C(C=CC=C2)Cl)CC(=O)N2[C@@H](C[C@H](C2)F)C(=O)NCC2=C(C(=CC=C2)Cl)F